4,4-Difluoro-N-[(2R)-3-hydroxy-1-oxo-1-(1H-pyrazolo[4,3-b]pyridin-5-ylamino)propan-2-yl]-1-(4-methoxyphenyl)-N-(2H3)methylcyclohexanecarboxamide FC1(CCC(CC1)(C(=O)N(C([2H])([2H])[2H])[C@@H](C(NC1=CC=C2C(=N1)C=NN2)=O)CO)C2=CC=C(C=C2)OC)F